COC=1C(=CC=2C(=C3C(=NC2C1)CCC3)NCC3[C@@H](NC3)C3=NC=CC=C3)OC 6,7-dimethoxy-N-{[(2R)-2-(pyridin-2-yl)azetidin-3-yl]methyl}-1H,2H,3H-cyclopenta[b]quinolin-9-amine